N,N-dimethylbenzenesulfonamide mono-tartrate salt C(=O)(O)C(O)C(O)C(=O)O.CN(S(=O)(=O)C1=CC=CC=C1)C